COC(C1=C(C=C(C(=C1)N)C(F)(F)F)C=C)=O 5-amino-4-(trifluoromethyl)-2-vinyl-benzoic acid methyl ester